C(C)NC1=CC(=CC=C1COC=1C=NNC1)OC 6-(ethylamino)-4-((4-methoxybenzyl)oxy)pyrazole